FC(C=1C=CC2=C(NC(=N2)C2=NNC3=CC=C(C=C23)C(=O)O)C1)(F)F 3-(6-(trifluoromethyl)-1H-benzo[d]imidazol-2-yl)-1H-indazole-5-carboxylic acid